2-(trimethoxysilyl)ethyl-succinic acid anhydride CO[Si](CCC1C(=O)OC(C1)=O)(OC)OC